C[C@@H]1N[C@H](CC(C1)N1C(C2=C(N=C(N=C2)C2=CC3=CN(N=C3C(=C2O)C)C)C=C1)=O)C 6-[(2S,6S)-2,6-dimethyl-4-piperidyl]-2-(6-hydroxy-2,7-dimethyl-indazol-5-yl)pyrido[4,3-d]pyrimidin-5-one